C(C)(C)(C)OC(=O)N1CC2(C1)[C@H]([C@H](C2)[C@H]2N1C(C3=CC=CC=C23)=CN=C1)O (5S,6R)-5-hydroxy-6-((R)-5H-imidazo[5,1-a]isoindol-5-yl)-2-azaspiro[3.3]heptane-2-carboxylic acid tert-butyl ester